N1=NC=C2N1C=CC=N2 triazolo[1,5-a]pyrimidin